FC1=C(C(=C(C(=C1F)F)F)F)C1=CC=C(C=C1)[N+](=O)[O-] 2,3,4,5,6-pentafluoro-4'-nitro-1,1'-biphenyl